4-(5-ethoxy-6-methylpyridin-2-yl)-N-(3-methylpyridin-2-yl)thiazol-2-amine C(C)OC=1C=CC(=NC1C)C=1N=C(SC1)NC1=NC=CC=C1C